5-((4-methoxybenzyl)amino)-6-(4-methoxyphenyl)-2,3-diphenylpyrazolol COC1=CC=C(CNC2=CC(N(N2)C2=CC=CC=C2C2=CC=C(C=C2)OC)(O)C2=CC=CC=C2)C=C1